2-[2,2,3,3,4,4,5,5,6,6-decafluoro-1-(nonafluorobutylsulfonyloxyimino)hexyl]fluorene FC(C(=NOS(=O)(=O)C(C(C(C(F)(F)F)(F)F)(F)F)(F)F)C1=CC=2CC3=CC=CC=C3C2C=C1)(C(C(C(C(F)F)(F)F)(F)F)(F)F)F